BrC=1C=NC=C(C1C1=NN(C=2C=C(C(=C(C12)N)C)F)C1OCCCC1)Br (3,5-dibromo-4-pyridyl)-6-fluoro-5-methyl-1-tetrahydropyran-2-yl-indazol-4-amine